(2R)-3-(((benzyloxy)((R)-3-(benzyloxy)-2-(((benzyloxy)carbonyl) amino)-3-oxopropoxy)phosphoryl)oxy)propane-1,2-diyl distearate C(CCCCCCCCCCCCCCCCC)(=O)OC[C@H](COP(=O)(OC[C@H](C(=O)OCC1=CC=CC=C1)NC(=O)OCC1=CC=CC=C1)OCC1=CC=CC=C1)OC(CCCCCCCCCCCCCCCCC)=O